C(C1=CC=C(C(=O)O)C=C1)(=O)O.CC(CCO)O methyl-1,3-propanediol terephthalate